4-(4-cyano-2-methylphenoxy)-N-(3-(methylsulfinyl)phenyl)-6-(trifluoromethyl)pyridazine-3-carboxamide C(#N)C1=CC(=C(OC2=C(N=NC(=C2)C(F)(F)F)C(=O)NC2=CC(=CC=C2)S(=O)C)C=C1)C